N-[3-chloro-4-[4-(piperidine-4-carbonyl)piperazine-1-carbonyl]phenyl]-5-[1-[5-(2-methoxyethoxy)pyrimidin-2-yl]-3-(trifluoromethyl)pyrazol-4-yl]-1-methylimidazole-2-carboxamide ClC=1C=C(C=CC1C(=O)N1CCN(CC1)C(=O)C1CCNCC1)NC(=O)C=1N(C(=CN1)C=1C(=NN(C1)C1=NC=C(C=N1)OCCOC)C(F)(F)F)C